ClC=1C=CC2=C(C(N(CO2)[C@@H]2C[C@@H](CCC2)N2C(=NC=3C=NC(=CC32)C3=NNC=N3)C3=C(C#N)C=CC=C3)=O)C1 2-(1-((1R,3S)-3-(6-chloro-4-oxo-2H-benzo[e][1,3]oxazin-3(4H)-yl)cyclohexyl)-6-(1H-1,2,4-triazol-3-yl)-1H-imidazo[4,5-c]pyridin-2-yl)benzonitrile